C(C)(=O)OCCCC butan-1-ol acetate